NC1=C(C=NN1C1=CN=NC=C1)C(=O)OCC Ethyl 5-amino-1-(pyridazin-4-yl)-1H-pyrazole-4-carboxylate